6-bromo-3-methoxypyrazine-2-carbaldehyde BrC1=CN=C(C(=N1)C=O)OC